CN(C)[Si](C)(C)C N,N-Dimethylaminotrimethylsilane